C(C)(C)(C)OC(=O)N(CC[C@@H](C=CC)[C@@H]1N(C(OC1)(C)C)C(=O)OC(C)(C)C)C(=O)OC(C)(C)C (S)-tert-butyl 4-((S)-1-(bis(tert-butoxycarbonyl)amino)hex-4-en-3-yl)-2,2-dimethyloxazolidine-3-carboxylate